P1(=O)(OC2=C(C=C(C=C2CC)CC)CC2=C(C(=CC(=C2)CC)CC)O1)[O-] 2,2'-methylene-bis(4,6-di-ethylphenyl) phosphate